C(C=C)OC=1C=NC=NC1 5-(allyloxy)pyrimidine